[Na].C(CCC)O butanol sodium salt